C(C)OC1=CC=C(C=N1)C=1C(=C(C(=CC1)O)N1CC(NS1(=O)=O)=O)F 5-(3-(6-ethoxypyridin-3-yl)-2-fluoro-6-hydroxyphenyl)-1,2,5-thiadiazolidin-3-one 1,1-dioxide